NCCCN(CCCN)CCN(C)C N-(3-aminopropyl)-N-[2-(dimethylamino)ethyl]propane-1,3-diamine